C1(CC1)C(C)(B1OC(C(O1)(C)C)(C)C)C1(CC(C1)=O)C1=CC=CC=C1 3-(1-cyclopropyl-1-(4,4,5,5-tetramethyl-1,3,2-dioxaborolan-2-yl)ethyl)-3-phenylcyclobutan-1-one